4-(8-(7-(difluoromethyl)-6-(1-methyl-1H-pyrazol-4-yl)-3,4-dihydroquinolin-1(2H)-yl)-1,2,3,4-tetrahydroisoquinolin-6-yl)cyclohexanone FC(C1=C(C=C2CCCN(C2=C1)C=1C=C(C=C2CCNCC12)C1CCC(CC1)=O)C=1C=NN(C1)C)F